NCCCN(CCO)C 2-[(3-aminopropyl)methylamino]ethanol